O1CCN(CC1)C1=CC=C(C=C1)NC1CCN(CC1)C(=O)OC(C)(C)C tert-butyl 4-((4-morpholinophenyl)amino)piperidine-1-carboxylate